C12CNCC(CC1)N2C2=NC(=C(C(=N2)NC=2C=C1C=NNC1=CC2)C)C N-(2-(3,8-diazabicyclo[3.2.1]oct-8-yl)-5,6-dimethylpyrimidin-4-yl)-1H-indazol-5-amine